2-isopropyl-5-methylcyclohexyl 2-(formyloxy)propanoate C(=O)OC(C(=O)OC1C(CCC(C1)C)C(C)C)C